ClC1=NC=C(C=C1CC(=O)OC(C)(C)C)F tert-Butyl 2-(2-chloro-5-fluoropyridin-3-yl)acetate